C1(=CC=CC=C1)CC1CN(CCC1)C(=O)C1(CCOCC1)C1=CN=C(S1)C1=CC=CC=C1 (3-(Phenylmethyl)piperidin-1-yl)(4-(2-phenylthiazol-5-yl)tetrahydro-2H-pyran-4-yl)methanone